NC1=C2C(=NC=N1)N(N=C2C#CC2=CC1=C(N(C=N1)C1CC1)C=C2F)[C@H]2C[C@@H](N(C2)C(C=C)=O)C(F)F 1-((2R,4S)-4-(4-amino-3-((1-cyclopropyl-6-fluoro-1H-benzo[d]imidazol-5-yl)ethynyl)-1H-pyrazolo[3,4-d]pyrimidin-1-yl)-2-(difluoromethyl)pyrrolidin-1-yl)prop-2-en-1-one